C1(CCCC1)C1=C(C=C(COCC(=O)NC(OCC)=O)C=C1)C(F)(F)F Ethyl (E)-N-((4-cyclopentyl-3-(trifluoromethyl)benzyl)oxy)acetylcarbamate